NCC(COC)(C1=CC(=C(C=C1)F)Cl)NC(=S)N 1-(3-amino-2-(3-chloro-4-fluorophenyl)-1-methoxypropan-2-yl)thiourea